N-(5-(benzyloxy)-4-((2-(1,1-difluoroethyl)-6-methylpyridin-4-yl)amino)pyridin-2-yl)acetamide C(C1=CC=CC=C1)OC=1C(=CC(=NC1)NC(C)=O)NC1=CC(=NC(=C1)C)C(C)(F)F